N-(tert-butyl)-3-(5'-(hydroxymethyl)spiro[cyclohexane-1,3'-indoline]-1'-carbonyl)benzenesulfonamide C(C)(C)(C)NS(=O)(=O)C1=CC(=CC=C1)C(=O)N1CC2(C3=CC(=CC=C13)CO)CCCCC2